COC(=O)C1=CC=C(C=C1)NC(C1=C(C=CC=C1)Br)=O N-(4-methoxycarbonylphenyl)o-bromobenzamide